N1C=CC2=C(C=CC=C12)OC(=O)Cl.CC1=NC(=CC=C1S(=O)(=O)NC1CC2(CN(C2)C2CCOCC2)C1)C(F)(F)F 2-Methyl-N-(2-(tetrahydro-2H-pyran-4-yl)-2-azaspiro[3.3]hept-6-yl)-6-(trifluoromethyl)pyridine-3-sulfonamide indol-4-yl-carbonochloridate